6-bromo-3-(2-cyclopropyl-1-(4-nitro-1H-pyrazol-1-yl)ethyl)imidazo[1,2-a]pyridine BrC=1C=CC=2N(C1)C(=CN2)C(CC2CC2)N2N=CC(=C2)[N+](=O)[O-]